ClC1=C(C=C(C=C1)N1N=C(C2=C1CC([C@H]2O)(F)F)C(F)(F)F)F (4S)-1-(4-chloro-3-fluorophenyl)-5,5-difluoro-3-(trifluoromethyl)-4,6-dihydro-cyclopenta[c]pyrazol-4-ol